7-methylindole-1-carboxylate CC=1C=CC=C2C=CN(C12)C(=O)[O-]